ClC1=CC(=C(N=N1)NC1=CC2=C(N(C=N2)C2=CC=C(C(=N2)N2N=C(C=C2C)C#N)CCO)C=C1)OC 1-[6-[5-[(6-chloro-4-methoxy-pyridazin-3-yl)amino]benzimidazol-1-yl]-3-(hydroxyethyl)-2-pyridyl]-5-methyl-pyrazole-3-carbonitrile